2,5-dioxo-4-imidazolidinyl-urea O=C1NC(C(N1)NC(=O)N)=O